6-(1-(2-cyanoethyl)-1H-pyrazol-4-yl)-4-hydroxypyrazolo[1,5-a]pyridine-3-carbonitrile C(#N)CCN1N=CC(=C1)C=1C=C(C=2N(C1)N=CC2C#N)O